cis-4-[(3,5-dichloro-2-pyridyl)oxy]-N-methyl-2'-oxo-spiro[cyclohexane-1,3'-indoline]-5'-carboxamide ClC=1C(=NC=C(C1)Cl)OC1CCC2(C(NC3=CC=C(C=C23)C(=O)NC)=O)CC1